8-fluoro-N-((1s,4s)-4-(3,3,3-trifluoro-2,2-dimethylpropoxy)cyclohexyl)-5,6-dihydrobenzo[f]imidazo[1,5-d][1,4]oxazepine-10-carboxamide FC1=CC(=CC=2C=3N(CCOC21)C=NC3)C(=O)NC3CCC(CC3)OCC(C(F)(F)F)(C)C